CC(=O)N[C@@H]1[C@H]([C@@H]([C@H](O[C@H]1O)CO)O[C@H]2[C@@H]([C@H]([C@H]([C@H](O2)CO)O)O[C@H]3[C@@H]([C@H]([C@H]([C@H](O3)CO)O)O)O)O)O The molecule is a linear amino trisaccharide conmprised of two (1->3)-linked beta-D-galactose residues linked (1->4) to an N-acetyl-beta-D-glucosamine residue at the reducing end. It has a role as an epitope. It is an amino trisaccharide and a glucosamine oligosaccharide.